tin di(2-ethylhexyl) dilaurate C(CCCCCCCCCCC)(=O)OCC(CCCC)CC.C(CCCCCCCCCCC)(=O)OCC(CCCC)CC.[Sn]